N=1C=NN2C1C=CC(=C2)C2=CNC=1N=C(N=CC12)N[C@@H]1CC[C@@H](CC1)OCC 5-([1,2,4]triazolo[1,5-a]pyridin-6-yl)-N-(cis-4-ethoxycyclohexyl)-7H-pyrrolo[2,3-d]pyrimidin-2-amine